N-propylcarbamic acid dodecyl ester C(CCCCCCCCCCC)OC(NCCC)=O